1,4,7,10-tetraaminocyclododecane NC1CCC(CCC(CCC(CC1)N)N)N